FC=1C=C(C=C2C(=C(NC12)C1=CC=C(C=C1)F)C=CC(=O)N[C@@H](CO)C)C 3-[7-fluoro-2-(4-fluorophenyl)-5-methyl-1H-indol-3-yl]-N-[(1R)-2-hydroxy-1-methyl-ethyl]propenamide